2-(3,4-Dichlorobenzoyl)-9-{[4-(difluoromethoxy)phenyl]methyl}-1,2,3,4,8,9-hexahydropyrido-[4',3':3,4]pyrazolo[1,5-a]pyrazin-10(7H)-one ClC=1C=C(C(=O)N2CC=3C(=NN4C3C(N(CC4)CC4=CC=C(C=C4)OC(F)F)=O)CC2)C=CC1Cl